FC(C(=O)O)(F)F.ClC=1C=CC2=C(C(=NCC3=C2N=C(N=C3)NC3=CC(=C(C(=O)N)C=C3)OC)C3=C(C=CC=C3OC)F)C1 4-((9-chloro-7-(2-fluoro-6-methoxyphenyl)-5H-benzo[c]pyrimido[4,5-e]azepin-2-yl)amino)-2-methoxybenzamide trifluoroacetate